[Na+].P(=O)([O-])([O-])[O-].[O-]P(O)(=O)OP(=O)(O)O.[Fe+2].[Na+] sodium iron pyrophosphate phosphate sodium